C(C)(C)(C)N1C[C@H](CC1)[C@@H](C(=O)OC(C)(C)C)CC1=CC(=CC=C1)[N+](=O)[O-] tert-Butyl-(3R)-3-[(1S)-2-tert-butoxy-1-[(3-nitrophenyl)methyl]-2-oxo-ethyl]pyrrolidine